3-Fluoro-5-[(2-fluoro-4-iodophenyl)amino]pyridine-4-carboxamide FC=1C=NC=C(C1C(=O)N)NC1=C(C=C(C=C1)I)F